ClC1=C(C(=O)N[C@@H](CCOC2CC(C2)CCC2=NC=3NCCCC3C=C2)C(=O)O)C=CC=C1Cl N-(2,3-dichlorobenzoyl)-O-(3-(2-(5,6,7,8-tetrahydro-1,8-naphthyridin-2-yl)ethyl)cyclobutyl)homoserine